C(=O)C1=C(C=C(C=2N1C=CN2)C2=CC=C(C=C2)OC(F)(F)F)C#N 5-formyl-8-[4-(trifluoromethoxy)phenyl]imidazo[1,2-a]pyridine-6-carbonitrile